NC1=NC=2CC[C@H]([C@H](C2C=N1)O)[C@@H]1N2C(C3=CC=CC=C13)=CN=C2 (5R,6s)-2-amino-6-((s)-5H-imidazo[5,1-a]isoindol-5-yl)-5,6,7,8-tetrahydroquinazolin-5-ol